[OH-].C(C)(C)(C)C1=CC=C(C(=O)[O-])C=C1.C(C)(C)(C)C1=CC=C(C(=O)[O-])C=C1.[Al+3] aluminum bis[4-tert-butylbenzoate] hydroxide